bis-methyl-dioctadecyl-ammonium bromide [Br-].C[N+](CCCCCCCCCCCCCCCCCC)(CCCCCCCCCCCCCCCCCC)C